C(N)(=O)C=1C=C2CN(CC2=CC1)C=1OC2=CC=C(C=C2C(C1)=O)C 2-(5-Carbamoylisoindolin-2-yl)-6-methyl-4-oxo-chromen